FC=1C=C(C=C(C1)C(F)(F)F)CC1=CC(=NC=C1)N1N=NC2=C1CCCC2NC 1-(4-{[3-fluoro-5-(trifluoromethyl)phenyl]methyl}pyridin-2-yl)-N-methyl-4,5,6,7-tetrahydro-1H-benzotriazol-4-amine